NC(CC(=O)O)C(NC(C(=O)OC)CC(C(=O)OC)C)=O 3-amino-3-[(1,5-dimethoxy-4-methyl-1,5-dioxopent-2-yl)carbamoyl]propionic acid